tert-butyl methyl((6S)-3-(N-(tricyclo[6.2.0.03,6]deca-1,3(6),7-trien-2-ylcarbamoyl)-N'-tritylsulfamimidoyl)-6,7-dihydro-5H-pyrazolo[5,1-b][1,3]oxazin-6-yl)carbamate CN(C(OC(C)(C)C)=O)[C@H]1CN2C(OC1)=C(C=N2)S(NC(NC2=C1CCC1=CC=1CCC21)=O)(=O)=NC(C2=CC=CC=C2)(C2=CC=CC=C2)C2=CC=CC=C2